FC(C=1N=CC(=NC1)N1CC2CCC(C1)N2C(=O)OC(C)(C)C)(F)F Tert-butyl 3-(5-(trifluoromethyl) pyrazin-2-yl)-3,8-diazabicyclo[3.2.1]octane-8-carboxylate